(8R,9S,13S,14S,17S)-13-methyl-17-[(1-oxoheptyl)oxy]-6,7,8,9,11,12,14,15,16,17-decahydrocyclopenta[a]phenanthren-3-ol C[C@@]12[C@H](CC[C@H]1[C@@H]1CCC=3C=C(C=CC3[C@H]1CC2)O)OC(CCCCCC)=O